N-[(S)-Amino(6-aminopyridin-2-yl)oxo-λ6-sulfanyliden]-6-tert-butyl-2-(2,4,6-trimethylphenoxy)pyridin-3-carboxamid N[S@@](=NC(=O)C=1C(=NC(=CC1)C(C)(C)C)OC1=C(C=C(C=C1C)C)C)(=O)C1=NC(=CC=C1)N